N1=C(N=CC=2C1=COC2)C(=O)N furo[3,4-d]pyrimidine-2-carboxamide